NCCOCCOCCOCCOCCOCCNC1=CC(=C(C(=O)NC=2SC(=CN2)F)C=C1)C 4-((17-amino-3,6,9,12,15-pentaoxaheptadecyl)amino)-N-(5-fluorothiazol-2-yl)-2-methylbenzamide